C(CC(O)(C(=O)[O-])CC(=O)[O-])(=O)[O-].[Ca+2].C(CC(O)(C(=O)[O-])CC(=O)[O-])(=O)[O-].[Ca+2].[Ca+2] (+)-calcium citrate